8-[4-(2-tetrahydropyran-4-yloxyethoxy)phenoxy]imidazo[1,5-a]pyridine-6-carboxamide O1CCC(CC1)OCCOC1=CC=C(OC=2C=3N(C=C(C2)C(=O)N)C=NC3)C=C1